(3S,4S)-8-(9-((2,2-difluorocyclopropyl)ethynyl)-7H-imidazo[1,2-c]pyrazolo[4,3-e]pyrimidin-5-yl)-3-methyl-2-oxa-8-azaspiro[4.5]decan-4-amine FC1(C(C1)C#CC1=NNC2=C1C=1N(C(=N2)N2CCC3([C@@H]([C@@H](OC3)C)N)CC2)C=CN1)F